[C@H]1([C@H](O)[C@@H](O)[C@@H](O)[C@H](O1)CO)F Alpha-D-galactopyranosyl fluoride